5-(7-(4-methoxybenzyl)-8-methyl-5,6,7,8-tetrahydroimidazo[1,5-a]pyrazin-3-yl)-3-methyl-1,2,4-thiadiazole COC1=CC=C(CN2C(C=3N(CC2)C(=NC3)C3=NC(=NS3)C)C)C=C1